tert-butyl (3R)-3-(1-(tert-butoxy)-1-oxo-3-(4-vinylpyridin-2-yl)propan-2-yl)pyrrolidine-1-carboxylate C(C)(C)(C)OC(C(CC1=NC=CC(=C1)C=C)[C@@H]1CN(CC1)C(=O)OC(C)(C)C)=O